3-(8-methyl-4-oxo-3-(p-tolyl)-1,3,8-triazaspiro[4.5]dec-1-en-2-yl)-N-(quinolin-3-yl)acrylamide tert-butyl-[(5-fluoropyridin-2-yl)(4-methylbenzene-1-sulfonyl)methyl]carbamate C(C)(C)(C)N(C(O)=O)C(S(=O)(=O)C1=CC=C(C=C1)C)C1=NC=C(C=C1)F.CN1CCC2(C(N(C(=N2)C=CC(=O)NC=2C=NC3=CC=CC=C3C2)C2=CC=C(C=C2)C)=O)CC1